2-bromo-7-chloro-9,9-dihexyl-9H-fluorene BrC1=CC=2C(C3=CC(=CC=C3C2C=C1)Cl)(CCCCCC)CCCCCC